(S)-N-(1-cyclobutyl-4-fluoro-6-(2-hydroxypropan-2-yl)-1H-benzo[d]imidazol-2-yl)-2,3,3-trimethylbutanamide C1(CCC1)N1C(=NC2=C1C=C(C=C2F)C(C)(C)O)NC([C@H](C(C)(C)C)C)=O